8-((3S,5R)-3,5-dimethylpiperazin-1-yl)-11-(4-fluorophenyl)-3,3-bis(methoxymethyl)-10-(trifluoromethyl)-3,4-dihydro-[1,4]thiazepino[2,3,4-ij]quinazolin-6(2H)-one C[C@H]1CN(C[C@H](N1)C)C1=NC(N2C3=C(C(=C(C=C13)C(F)(F)F)C1=CC=C(C=C1)F)SCC(C2)(COC)COC)=O